(4aS)-1-[(3-Fluorophenyl)methyl]-4-hydroxy-N-[5-methyl-2-(trifluoromethyl)furan-3-yl]-2-oxo-5,6,7,8-tetrahydro-4aH-pyrido[1,2-b]pyridazine-3-carboxamide FC=1C=C(C=CC1)CN1N2[C@H](C(=C(C1=O)C(=O)NC1=C(OC(=C1)C)C(F)(F)F)O)CCCC2